6-((2S,5R)-4-((3,3-difluorocyclobutyl)(4-(trifluoromethyl)phenyl)methyl)-2,5-dimethylpiperazin-1-yl)-3,8-dimethyl-9-(((R)-3-oxotetrahydrofuran-2-yl)methyl)-3,9-dihydro-2H-purin-2-one FC1(CC(C1)C(N1C[C@@H](N(C[C@H]1C)C=1C=2N=C(N(C2N(C(N1)=O)C)C[C@H]1OCCC1=O)C)C)C1=CC=C(C=C1)C(F)(F)F)F